(4R)-2-benzyl-4-methyloctahydro-8H-pyrido[1,2-a]pyrazin-8-one C(C1=CC=CC=C1)N1CC2N([C@@H](C1)C)CCC(C2)=O